tert-butyl N-[4-[2-(2-hydroxy-2-methyl-propoxy)ethyl]-2-pyridyl]carbamate OC(COCCC1=CC(=NC=C1)NC(OC(C)(C)C)=O)(C)C